2-butyl-4-isopropoxy-3-[[4-[[2-[2-[2-[2-[2-(2-methoxyethoxy)ethoxy]ethoxy]ethoxy]ethoxy]ethylamino]methyl]phenyl]methyl]imidazo[4,5-d]pyridazin-7-amine C(CCC)C=1N(C=2C(=C(N=NC2OC(C)C)N)N1)CC1=CC=C(C=C1)CNCCOCCOCCOCCOCCOCCOC